ClC1=C(C2=C(OCCO2)C=C1)N1CC(NCC1)C 6-chloro-5-(3-methylpiperazin-1-yl)-2,3-dihydro-1,4-benzodioxine